BrC=1C=C2C(=NC1)NC=C2C(C)=O 1-(5-bromo-1H-pyrrolo[2,3-b]pyridin-3-yl)ethan-1-one